ClC1=CC(=C(C=C1)C1(OC2=C(O1)C=CC=C2C2=CC=C(S2)CC(=O)NC2=C(C=C(C(=O)OC)C=C2)NCCOC)C)F methyl 4-[[2-[5-[2-(4-chloro-2-fluoro-phenyl)-2-methyl-1,3-benzodioxol-4-yl]-2-thienyl]acetyl]amino]-3-(2-methoxyethylamino)benzoate